N1CC(C1)[C@@H]1CN(CCC1)C1CC(C1)(C(=O)OC)C methyl (1R,3R)-3-((R)-3-(azetidin-3-yl) piperidin-1-yl)-1-methylcyclobutane-1-carboxylate